(R)-N-((S)-1'-(8-iodo-[1,2,4]triazolo[4,3-c]pyrimidin-5-yl)-1,3-dihydrospiro[inden-2,4'-piperidin]-1-yl)-2-methylpropan-2-sulfinamide IC=1C=2N(C(=NC1)N1CCC3(CC1)[C@@H](C1=CC=CC=C1C3)N[S@](=O)C(C)(C)C)C=NN2